6-bromo-7-morpholinylbenzo[c][1,2,5]oxadiazol-4-amine BrC=1C=C(C=2C(=NON2)C1N1CCOCC1)N